CN1C(N(C2=C(N=CN=N2)C1=O)C)=O 6,8-dimethylpyrimido[5,4-e][1,2,4]triazin-5,7(6H,8H)-dione